(R)-4-(2-chloro-4-fluorophenyl)-7-((1-(4-ethylpiperazin-1-yl)-1-oxopropan-2-yl)oxy)isoquinolin-1(2H)-one ClC1=C(C=CC(=C1)F)C1=CNC(C2=CC(=CC=C12)O[C@@H](C(=O)N1CCN(CC1)CC)C)=O